C1(CCCCC1)C1=C(C=C(C=C1OC)\C=C\C1=CC(=C(C(=C1)F)F)F)OC (E)-2-cyclohexyl-5-(3,4,5-trifluorostyryl)-1,3-dimethoxybenzene